[Br-].OCC[S+](CC#C)C1=CC=CC=C1 (2-hydroxyethyl)(phenyl)(prop-2-yn-1-yl)sulfonium bromide